(3-tert-butyl-2,5-dimethyl-cyclopentadienyl)(fluorenyl)zirconium dichloride [Cl-].[Cl-].C(C)(C)(C)C1=C(C(C(=C1)C)[Zr+2]C1=CC=CC=2C3=CC=CC=C3CC12)C